N-(2-Fluoro-4-(2-(((3S,5S)-5-fluoropiperidin-3-yl)amino)-8-isopropyl-7-oxo-7,8-dihydropteridin-6-yl)phenyl)piperidine-1-sulfonamide FC1=C(C=CC(=C1)C1=NC=2C=NC(=NC2N(C1=O)C(C)C)N[C@@H]1CNC[C@H](C1)F)NS(=O)(=O)N1CCCCC1